C(C)(C)(C)OC(=O)N1C[C@@H](CCC1)C(NC1=NN(C2=CC=C(C=C12)C1=C(C=CC(=C1)C(C)C)Cl)C(C1=CC=CC=C1)(C1=CC=CC=C1)C1=CC=CC=C1)=O.ClCCOC=1C=CC=CC1 m-(chloromethyl)methoxybenzene tert-Butyl-(3R)-3-({5-[2-chloro-5-(propan-2-yl)phenyl]-1-trityl-1H-indazol-3-yl}carbamoyl)piperidine-1-carboxylate